C1(CC1)C(=O)NC1=CC(=C(C(=O)N2C(CN(CC2)C(=O)OC(C)(C)C)C=2C=NC=CC2)C=C1)N1CCCC1 tert-butyl 4-[4-(cyclopropanecarbonylamino)-2-pyrrolidin-1-ylbenzoyl]-3-pyridin-3-ylpiperazine-1-carboxylate